3-((1,4,5,6-tetrahydropyrimidin-2-yl)thio)-1H-pyrrolo[2,3-b]pyridine N1C(=NCCC1)SC1=CNC2=NC=CC=C21